C(=O)(OC(C)(C)C)N(CCNCCN)C(=O)OC(C)(C)C di-Bocdiethylenetriamine